C(CCCCCC\C=C/C\C=C/CCCCC)C1OC(OC1CCCCCCC\C=C/C\C=C/CCCCC)CCCN(C)C (3-{4,5-Bis[(8Z,11Z)-heptadeca-8,11-dien-1-yl]-1,3-Dioxolan-2-Yl}propyl)dimethylamine